9-(tert-butoxycarbonyl)-14-(3-((tert-butoxycarbonyl)amino)propyl)-2,2-dimethyl-4,15-dioxo-3-oxa-5,9,14-triazaeicosane C(C)(C)(C)OC(=O)N(CCCNC(OC(C)(C)C)=O)CCCCN(C(CCCCC)=O)CCCNC(=O)OC(C)(C)C